ClC=1C(=CC2=C(N(C(N=C2O)=O)C=2C(=NC=CC2S)C(C)C)N1)F 7-chloro-6-fluoro-4-hydroxy-1-(2-isopropyl-4-mercaptopyridin-3-yl)pyrido[2,3-d]pyrimidin-2(1H)-one